C(CCCCCCC\C=C/CCCCCCCC)NC(CC)N N-OLEYLPROPANEDIAMINE